(2s,3r,5s)-3-[(1,3-dioxoisoindolin-2-yl)methyl]-2,5-dimethyl-4-oxo-piperidine-1-carboxylic acid benzyl ester C(C1=CC=CC=C1)OC(=O)N1[C@H]([C@H](C([C@H](C1)C)=O)CN1C(C2=CC=CC=C2C1=O)=O)C